CC1=C(C(=NO1)C)S(=O)(=O)N1CC2=C(C1)CN(C2)C([C@H](C)C2=CC=CC=C2)=O (2R)-1-{5-[(dimethyl-1,2-oxazol-4-yl)sulfonyl]-1H,2H,3H,4H,5H,6H-pyrrolo[3,4-c]pyrrol-2-yl}-2-phenylpropan-1-one